1,4-butanediol methacrylate C(C(=C)C)(=O)OCCCCO